3-(5-Methyl-1,3,4-thiadiazol-2-yl)isoxazolidine TFA salt Tert-butyl-3-(5-methyl-1,3,4-thiadiazol-2-yl)isoxazolidine-2-carboxylate C(C)(C)(C)OC(=O)N1OCCC1C=1SC(=NN1)C.OC(=O)C(F)(F)F.CC1=NN=C(S1)C1NOCC1